O1C(OCC1)C1CN(CC1)C=1C=CC(=NC1)N 5-(3-(1,3-dioxolan-2-yl)pyrrolidin-1-yl)pyridin-2-amine